2-(2-(1-(Cyclopropylsulfonyl)-1H-pyrazol-4-yl)pyrimidin-4-yl)-N4-(4-((dimethylamino)methyl)-4-methylcyclohexyl)-5-(1-(2,2,2-trifluoroethyl)-1H-pyrazol-3-yl)pyridine-2,4-diamine C1(CC1)S(=O)(=O)N1N=CC(=C1)C1=NC=CC(=N1)C1(NC=C(C(=C1)NC1CCC(CC1)(C)CN(C)C)C1=NN(C=C1)CC(F)(F)F)N